C1(CC1)CONC(C1=C(C(=CC=C1OC(F)F)F)F)=C(C(=O)N)C1=CC=CC=C1 [[(cyclopropylmethoxy)amino][6-(difluoromethoxy)-2,3-difluorophenyl]methylene]benzeneacetamide